N-(2-chlorobenzyl)-2-(6-oxo-3-(6-(trifluoromethoxy)pyridin-3-yl)pyridazin-1(6H)-yl)acetamide ClC1=C(CNC(CN2N=C(C=CC2=O)C=2C=NC(=CC2)OC(F)(F)F)=O)C=CC=C1